C(CCCCCCCCCCCCCC=CCCCCCCCC)(=O)OCCCCCCCCCCCCCCCCCCCCC heneicosyl tetracos-15-enoate